CNC[C@@H](C)OC1=CC(=CC=C1)CCC (R)-N-methyl-2-(3-propylphenoxy)propan-1-amine